methyl 4-amino-1-(6-aminopyridin-3-yl)-2-oxo-7-(trifluoromethyl)-1,2-dihydroquinoline-3-carboxylate NC1=C(C(N(C2=CC(=CC=C12)C(F)(F)F)C=1C=NC(=CC1)N)=O)C(=O)OC